N-(1-(4-fluorobenzyl)-6-(7-hydroxy-1-methyl-1H-pyrrolo[2,3-c]pyridin-3-yl)-1H-indol-4-yl)methanesulfonamide FC1=CC=C(CN2C=CC3=C(C=C(C=C23)C2=CN(C3=C(N=CC=C32)O)C)NS(=O)(=O)C)C=C1